6-(4-amino-2,6-dichlorophenoxy)-4-(2-hydroxypropan-2-yl)-2H-pyridazin-3-one NC1=CC(=C(OC=2C=C(C(NN2)=O)C(C)(C)O)C(=C1)Cl)Cl